N1-cyclobutyl-N2-((S)-4-methyl-1-oxo-1-(((S)-3-oxo-1-((S)-2-oxopyrrolidin-3-yl)-4-(trifluoromethoxy)butan-2-yl)amino)pentan-2-yl)oxalamide C1(CCC1)NC(C(=O)N[C@H](C(N[C@@H](C[C@H]1C(NCC1)=O)C(COC(F)(F)F)=O)=O)CC(C)C)=O